4-(2-Amino-2-methylpropanoyl)-N-(1-(4-(((azetidin-3-ylmethyl)(methyl)amino)methyl)phenyl)-2-oxo-1,2-dihydropyrimidin-4-yl)piperazine-1-carboxamide hydrochloride salt Cl.NC(C(=O)N1CCN(CC1)C(=O)NC1=NC(N(C=C1)C1=CC=C(C=C1)CN(C)CC1CNC1)=O)(C)C